methyl 8-((2-cyano-5-fluorophenyl) amino)-8-oxooctanoate C(#N)C1=C(C=C(C=C1)F)NC(CCCCCCC(=O)OC)=O